N-((2-chloro-9-((5-methyl-2-(trifluoromethyl)-6,7-dihydro-5H-benzo[c]imidazo[1,2-a]azepin-9-yl)methyl)-9H-purin-8-yl)methyl)carboxamide ClC1=NC=C2N=C(N(C2=N1)CC1=CC2=C(C=3N(C(CC2)C)C=C(N3)C(F)(F)F)C=C1)CNC=O